C(C1=CC=CC=C1)(=O)N(C=1C(=C(C(=O)NC2=C(C=C(C=C2C(F)(F)F)C(C(C(F)(F)F)(F)F)(C(F)(F)F)F)Br)C=CC1)F)C 3-(benzoylmethylamino)-N-[2-bromo-4-[1,2,2,3,3,3-hexafluoro-1-(trifluoro-methyl)propyl]-6-(trifluoromethyl)phenyl]-2-fluoro-benzamide